(2S,4R)-1-tert-butyl 2-methyl 4-(methylsulfonyl)pyrrolidine-1,2-dicarboxylate CS(=O)(=O)[C@@H]1C[C@H](N(C1)C(=O)OC(C)(C)C)C(=O)OC